4-(1-(but-2-ynoyl)hexahydropyrrolo[3,4-b]pyrrol-5(1H)-yl)-5-fluoro-2,3-dimethyl-1H-indole-7-carboxamide C(C#CC)(=O)N1C2C(CC1)CN(C2)C2=C1C(=C(NC1=C(C=C2F)C(=O)N)C)C